5-amino-2-[5-fluoro-2-[(3-fluoro-6-methyl-2-pyridinyl)amino]-3-pyridinyl]-6-(3-hydroxy-2,6-dimethyl-phenyl)pyrimidine-4-carboxamide NC=1C(=NC(=NC1C1=C(C(=CC=C1C)O)C)C=1C(=NC=C(C1)F)NC1=NC(=CC=C1F)C)C(=O)N